BrC=1C(=CC=2N(C1)C(=CN2)C=2N=NN(C2)C=2C(=CC(=C(C(=O)NC1CC1)C2)F)C)OC 5-(4-(6-bromo-7-methoxyimidazo[1,2-a]pyridin-3-yl)-1H-1,2,3-triazol-1-yl)-N-cyclopropyl-2-fluoro-4-methylbenzamide